N-propargyl-3,4-methylenedioxy-amphetamine C(C#C)NC(C)CC1=CC2=C(C=C1)OCO2